C(CCCCCCCCCCCCCCCC)(=O)OC(CO)CO 1,3-dihydroxyprop-2-yl heptadecanoate